OC1=CC=C(C=C1)CN1N=CC(=C1)C(=O)OCC ethyl 1-[(4-hydroxyphenyl) methyl]-1H-pyrazole-4-carboxylate